cyano-L-alanine C(#N)N[C@@H](C)C(=O)O